C(C1=CC=CC=C1)(=O)OC1COC(CC1N(S(=O)(=O)C1=CC2=CC=CC=C2C=C1)C)C 6-methyl-4-(N-methylnaphthalene-2-sulfonamido)oxan-3-yl benzoate